ClC1=CC=C2C(=CC(=NC2=C1Cl)N1[C@H]2[C@@H](CC1)COC2=O)N2C=NC=C2 |r| (±)-(3aR,6aS)-1-(7,8-dichloro-4-(1H-imidazol-1-yl)quinolin-2-yl)hexahydro-6H-furo[3,4-b]pyrrol-6-one